(S)-(2,7-Dimethyl-3-(1-methyl-3-(trifluoromethyl)-1H-pyrazol-5-yl)-2,4,5,7-tetrahydro-6H-pyrazolo[3,4-c]pyridin-6-yl)(2-methylquinolin-5-yl)methanone CN1N=C2[C@@H](N(CCC2=C1C1=CC(=NN1C)C(F)(F)F)C(=O)C1=C2C=CC(=NC2=CC=C1)C)C